3-ethynyl-oxetan-3-ol C(#C)C1(COC1)O